C1(CCC1)N1C2CC(CC1CC2)N2CCC(CC2)C=2C=C(C1=C(NC(=N1)C=1C=C(C=3N(C1)N=CN3)OC)C2)C 6-(6-(1-(8-cyclobutyl-8-azabicyclo[3.2.1]oct-3-yl)piperidin-4-yl)-4-methyl-1H-benzo[d]imidazol-2-yl)-8-methoxy-[1,2,4]triazolo[1,5-a]pyridine